N-(2-ethylhexyl)-2-cyano-3,5-dihydroxypyridin-4-one C(C)C(CN1C(=C(C(C(=C1)O)=O)O)C#N)CCCC